N,N'-(1,6-hexylene)bis(L-Lysinamide) HCl salt Cl.C(CCCCCNC([C@@H](N)CCCCN)=O)NC([C@@H](N)CCCCN)=O